N1CCC(C2=CC=CC=C12)=O dihydro-quinolin-4(1H)-one